C(C)(C)(C)OC(=O)NC1=C(C=CC=C1)NC(=O)C1=CC=C(C=C1)CC(=O)NCCCCCCCCCCC(=O)O 11-(2-(4-((2-((tert-Butoxycarbonyl)amino)phenyl)carbamoyl)phenyl)acetamido)undecanoic acid